3-iodosalicylic acid IC1=C(C(C(=O)O)=CC=C1)O